C(C)(C)(C)OC(=O)N1[C@@H](C[C@H](C1)CC1=CC=C(C=C1)C)C(NCC=1C=C2C=NN(C2=CC1)C)=O tert-butyl-(2S,4R)-2-[(1-methylindazol-5-yl)methylcarbamoyl]-4-(p-tolylmethyl)pyrrolidine-1-carboxylate